CN1CCC(CC1)S(N)(=O)=O N-methyl-4-sulfamoylpiperidine